C(C)OCC=1C=C(C=NC1)B(O)O 5-(ETHOXYMETHYL)PYRIDINE-3-BORONIC ACID